6,6-dimethyl-3-(3-methylphenyl)-1,5,6,7-tetrahydro-4H-pyrrolo[3,2-c]pyridin-4-one CC1(CC2=C(C(N1)=O)C(=CN2)C2=CC(=CC=C2)C)C